2,2,2-trichloroethyl (E)-(1-(6-methyl-4,8-dioxo-1,3,6,2-dioxazaborocan-2-yl)-5-phenylpent-2-en-1-yl)sulfamate CN1CC(OB(OC(C1)=O)C(\C=C\CCC1=CC=CC=C1)NS(OCC(Cl)(Cl)Cl)(=O)=O)=O